N-methyl-N-(6-methylpyridin-3-yl)-6-(4-(trifluoromethyl)phenyl)pyrazine-2-carboxamide CN(C(=O)C1=NC(=CN=C1)C1=CC=C(C=C1)C(F)(F)F)C=1C=NC(=CC1)C